N=1C=NN2C=NC(=CC21)OC2=C(C=C(C=C2)NC2=NC=NC1=CC(=CC=C21)OC)C N-(4-([1,2,4]triazolo[1,5-c]pyrimidin-7-yloxy)-3-methylphenyl)-7-methoxyquinazolin-4-amine